COC(=O)C=1N=NC=CC=CC1 Diazacyclooctatetraene-3-carboxylic acid methyl ester